COC(=O)C=1C=C(C2=C(N(C=N2)C[C@H]2OCC2)C1)OC 4-methoxy-1-(((S)-oxetan-2-yl)methyl)-1H-benzo[d]imidazole-6-carboxylic acid methyl ester